(S)-1-(4-((2-(2-aminopyrimidin-5-yl)-7-methyl-4-morpholinopyrido[3,2-d]pyrimidin-6-yl)methyl)piperazin-1-yl)-2-hydroxypropan-1-one NC1=NC=C(C=N1)C=1N=C(C2=C(N1)C=C(C(=N2)CN2CCN(CC2)C([C@H](C)O)=O)C)N2CCOCC2